FC=1C=C(C=C(C1OC1=C2C(=NC=C1)NC=C2C2C(OCCC2)C)F)NC(=O)NCC2(COC2)F (+/-)-N-[3,5-difluoro-4-({3-(2-methyloxan-3-yl)-1H-pyrrolo[2,3-b]pyridin-4-yl}oxy)phenyl]-N'-[(3-fluorooxetan-3-yl)methyl]urea